C(#N)[C@H](C[C@H]1C(NCC1)=O)NC(=O)[C@@H]1[C@H]2C([C@H]2CN1C(=O)[C@H](C(C)(C)C)NC(OCC1=CC=CC=C1)=O)(C)C benzyl N-[(1S)-1-[(1R,2S,5S)-2-[[(1S)-1-cyano-2-[(3S)-2-oxopyrrolidin-3-yl]ethyl]carbamoyl]-6,6-dimethyl-3-azabicyclo[3.1.0]hexane-3-carbonyl]-2,2-dimethyl-propyl]carbamate